7-(2-amino-7-fluorobenzo[d]thiazol-4-yl)-6-chloro-8-fluoro-4-((R)-3-methylpiperazin-1-yl)quinoline-3-carbonitrile NC=1SC2=C(N1)C(=CC=C2F)C2=C(C=C1C(=C(C=NC1=C2F)C#N)N2C[C@H](NCC2)C)Cl